(R)-8-(3-aminopiperidin-1-yl)-7-(but-2-yn-1-yl)-3-methyl-1-((4-methylquinazolin-2-yl)methyl)-3,7-dihydro-1H-purine-2,6-dione N[C@H]1CN(CCC1)C1=NC=2N(C(N(C(C2N1CC#CC)=O)CC1=NC2=CC=CC=C2C(=N1)C)=O)C